4-(((R)-2-(3-(4-aminopiperidin-1-yl)-3-oxopropyl)morpholino)methyl)-2-(2,6-dioxopiperidin-3-yl)isoindoline-1,3-dione NC1CCN(CC1)C(CC[C@H]1OCCN(C1)CC1=C2C(N(C(C2=CC=C1)=O)C1C(NC(CC1)=O)=O)=O)=O